7-acetyl-1-methyl-1,5-dihydro-4H-pyrazolo[4,3-c]quinolin-4-one C(C)(=O)C=1C=CC=2C3=C(C(NC2C1)=O)C=NN3C